N-(2-((2-bromophenyl)selanyl)-6-methylphenethyl)picolinamide BrC1=C(C=CC=C1)[Se]C1=C(CCNC(C2=NC=CC=C2)=O)C(=CC=C1)C